2-allyl-3-bromo-6-chloro-4-nitrophenol C(C=C)C1=C(C(=CC(=C1Br)[N+](=O)[O-])Cl)O